ClC=1C=C(C=CC1)C=1NC=C(N1)C1=CC=CC=C1 2-(3-Chlorophenyl)-4-phenylimidazole